N1(CCC1)CCC(=O)OC(CCC\C=C/CCCCC)C(CCC\C=C/CCCCC)CCC\C=C/CCCCC (6Z,16Z)-12-((Z)-dec-4-en-1-yl)docosa-6,16-dien-11-yl 3-(azetidin-1-yl)-propanoate